ClC=1C=CC2=C(CCC=3C(=NC=CC3)C2=C2CCN(CC2)CCCCOC2=CC=C(C=C2)[C@@H]2CC[C@H](CC2)CC(=O)OC)C1 trans-methyl 2-(4-(4-(4-(4-(8-chloro-5,6-dihydro-11H-benzo[5,6]cyclohepta[1,2-b]pyridin-11-ylidene)piperidin-1-yl)butoxy)phenyl)cyclohexyl)acetate